2-(N-[4-amino-5-(6-bromopyridine-3-carbonyl)thiazol-2-yl]-4-fluoro-anilino)propionamide NC=1N=C(SC1C(=O)C=1C=NC(=CC1)Br)N(C1=CC=C(C=C1)F)C(C(=O)N)C